CC=1OC(=CC1C(=O)NC1=NC(=NS1)CC(C)N)C1=CC(=CC=C1)OC(F)(F)F 2-Methyl-5-(3-(trifluoromethoxy)phenyl)-N-(3-(2-aminopropyl)-1,2,4-thiadiazol-5-yl)furan-3-Formamide